ClC=1C=C2C(=NC(=NC2=C(C1C=1C2=CN(N=C2C=CC1C)C)F)N1CC(C1)N(C)C)N1C[C@H](N(C[C@@H]1C)C(C=C)=O)C 1-((2R,5S)-4-((R)-6-chloro-7-(2,5-dimethyl-2H-indazol-4-yl)-2-(3-(dimethylamino)azetidin-1-yl)-8-fluoroquinazolin-4-yl)-2,5-dimethylpiperazin-1-yl)prop-2-en-1-one